(3-Chloro-6-methoxypyridin-2-yl)(5-{[2-(5-chloropyridin-2-yl)imidazo[1,2-a]pyridin-3-yl]methyl}-2,5-diazabicyclo[2.2.2]oct-2-yl)methanone ClC=1C(=NC(=CC1)OC)C(=O)N1C2CN(C(C1)CC2)CC2=C(N=C1N2C=CC=C1)C1=NC=C(C=C1)Cl